BrC1=CC=C(C=C1)C1=NC2=C(N1CC1=C(OCCCCCC(=O)O)C=CC=C1)C=CC=C2 6-(2-((2-(4-bromophenyl)-1H-benzo[d]imidazol-1-yl)methyl)phenoxy)hexanoic acid